ethyl (R)-3-((5-cyclopentyl-3-(3,3-difluorobutyl)-2-methyl-1,1-dioxido-7-(trifluoromethyl)-2,3,4,5-tetrahydrobenzo[f][1,2,5]thiadiazepin-8-yl)oxy)-2,2-dimethylpropanoate C1(CCCC1)N1C[C@H](N(S(C2=C1C=C(C(=C2)OCC(C(=O)OCC)(C)C)C(F)(F)F)(=O)=O)C)CCC(C)(F)F